N[C@](C(=O)O)(CSCCNC(=O)OC(C)(C)C)C (R)-2-amino-3-((2-((tert-butoxycarbonyl)amino)ethyl)thio)-2-methylpropanoic acid